C(C)O[Si]1(N(CCC1)CCCCCC[Si](OCC)(OCC)OCC)C ethoxy-2-methyl-N-(triethoxysilylhexyl)-1-aza-2-silacyclopentane